C(C)(C)(C)OC(NC1CNCCC12CCN(CC2)C2=NC=C(N=C2)SC2=C(C1=CN(N=C1C=C2)C)Cl)=O (9-(5-((4-Chloro-2-methyl-2H-indazol-5-yl)thio)pyrazin-2-yl)-3,9-diazaspiro[5.5]undec-1-yl)carbamic acid tert-butyl ester